N-(3-(dimethylamino)propyl)-4-ethyl-benzenesulfonamide CN(CCCNS(=O)(=O)C1=CC=C(C=C1)CC)C